dotriacontanyl palmitate C(CCCCCCCCCCCCCCC)(=O)OCCCCCCCCCCCCCCCCCCCCCCCCCCCCCCCC